Cl.O1CCOC2=C1C=CC(=C2)S(=O)(=O)N2CC1=C(C2)CN(C1)C(C(O)C1=C2CNCC2=CC=C1)=O 1-[5-(2,3-dihydro-1,4-benzodioxine-6-sulfonyl)-1H,2H,3H,4H,5H,6H-pyrrolo[3,4-c]pyrrol-2-yl]-2-(2,3-dihydro-1H-isoindol-4-yl)-2-hydroxyethan-1-one HCl salt